CS(=O)(=O)C1=CC=C(C=C1)CCCO 3-(4-(methylsulfonyl)phenyl)propan-1-ol